BrC=1C(=NC2=CC(=CC=C2C1)CC[C@@H]1[C@]([C@H](C(O1)O)O)(O)C)NCC1=CC=C(C=C1)OC (3R,4S,5R)-5-(2-(3-bromo-2-((4-methoxybenzyl)amino)quinolin-7-yl)ethyl)-4-methyltetrahydrofuran-2,3,4-triol